C[C@@H]1N(CC1)C=1N=C(C2=C(N1)CCC2)C=2C=C(C(=O)NCCC(=O)O)C=CC2 3-[[3-[2-[(2S)-2-methylazetidin-1-yl]-6,7-dihydro-5H-cyclopenta[d]pyrimidin-4-yl]benzoyl]amino]propanoic acid